(N-ethyl-N-isopentylamino)fluoran methyl-5-((4-((2-chloro-6-morpholinylpyrimidin-4-yl)amino)-7-methoxyquinazolin-6-yl)amino)-5-oxopentanoate COC(CCCC(=O)NC=1C=C2C(=NC=NC2=CC1OC)NC1=NC(=NC(=C1)N1CCOCC1)Cl)=O.C(C)N(CCC(C)C)F